2-[(3-morpholinopropyl)dimethoxysilyl]styrene O1CCN(CC1)CCC[Si](C1=C(C=C)C=CC=C1)(OC)OC